FC1=C(C=C(C=C1)F)[C@@H]1N(CCC1)C1=NC=2N(C=C1)N=CC2NC(=O)N2C[C@H](CC2)O (S)-N-(5-((R)-2-(2,5-difluorophenyl)pyrrolidin-1-yl)-pyrazolo[1,5-a]Pyrimidine-3-yl)-3-hydroxypyrrolidine-1-carboxamide